CC1=C(C2=C(N3C(COC2)=NN=C3C)S1)N 2,9-dimethyl-4H,6H-thieno[2,3-e][1,2,4]triazolo[3,4-c][1,4]oxazepin-3-amine